(-)-N-(5-(1-amino-3-cyclopropyl-1-(pyridin-3-yl)propyl)-2-fluorophenyl)-1-(3-(aminomethyl)phenyl)-3-(trifluoromethyl)-1H-pyrazole-5-carboxamide NC(CCC1CC1)(C=1C=NC=CC1)C=1C=CC(=C(C1)NC(=O)C1=CC(=NN1C1=CC(=CC=C1)CN)C(F)(F)F)F